N1-(2,4-difluorophenyl)-5-fluoro-2-methylbenzene-1,3-diamine FC1=C(C=CC(=C1)F)NC1=C(C(=CC(=C1)F)N)C